BrC=1C(=NC(=NC1)NC1=C(C=C(C(=C1)C=1C=NN(C1)C)N1CCC(CC1)N1CCN(CC1)C)OC)NC=1C(=C2N=CC=NC2=CC1)NS(=O)(=O)CC N-(6-((5-bromo-2-((2-methoxy-5-(1-methyl-1H-pyrazol-4-yl)-4-(4-(4-methylpiperazin-1-yl)piperidin-1-yl)phenyl)amino)pyrimidin-4-yl)amino)quinoxalin-5-yl)ethanesulfonamide